(S)-(2-(6-butyl-5-(2,6-dimethoxyphenyl)-4-hydroxy-2-oxo-1,2-dihydropyridine-3-carboxamido)-3-cyclohexylpropionyl)glycine methyl ester COC(CNC([C@H](CC1CCCCC1)NC(=O)C=1C(NC(=C(C1O)C1=C(C=CC=C1OC)OC)CCCC)=O)=O)=O